FC1(CCC(CC1)N1N=C(C=CC1=O)C=1C=NNC1)F 4-(1-(4,4-difluorocyclohexyl)-6-oxo-1,6-dihydropyridazin-3-yl)-1H-pyrazole